OC[C@H](C1CCOCC1)NC(=O)C=1C=2C[C@@H]3[C@H](C2N(N1)C1=C(C=C(C=C1)F)F)C3 (1aR,5aR)-2-(2,4-Difluoro-phenyl)-1a,2,5,5a-tetrahydro-1H-2,3-diaza-cyclopropa[a]pentalene-4-carboxylic acid [(S)-2-hydroxy-1-(tetrahydro-pyran-4-yl)-ethyl]-amide